ClC1=CC(=C(C=C1)C1(OC(C2=C(O1)C=CC=C2)C2CCN(CC2)CC=2N(C1=C(OC2)C=CC(=C1)C(=O)O)C[C@H]1OCC1)C)F 3-((4-(2-(4-chloro-2-fluorophenyl)-2-methylbenzo[d][1,3]dioxan-4-yl)piperidin-1-yl)methyl)-4-(((S)-oxetan-2-yl)methyl)-4H-benzo[b][1,4]oxazine-6-carboxylic acid